2-[3-(3-hydroxypropoxy)isoxazol-5-yl]-3-methyl-butyric acid methyl ester COC(C(C(C)C)C1=CC(=NO1)OCCCO)=O